methyl 4-(5-(3,5-dimethylisoxazol-4-yl)-1-tosyl-1H-pyrrolo[2,3-b]pyridin-3-yl)-3-(trifluoromethoxy)benzoate CC1=NOC(=C1C=1C=C2C(=NC1)N(C=C2C2=C(C=C(C(=O)OC)C=C2)OC(F)(F)F)S(=O)(=O)C2=CC=C(C)C=C2)C